C(C1=CC=CC=C1)C1=CC2=C(N=C(S2)NC(=O)C2C(C3C=CC2C3)C(=O)O)C=C1 3-[(6-benzyl-1,3-benzothiazol-2-yl)carbamoyl]bicyclo[2.2.1]hept-5-ene-2-carboxylic acid